dimethoxy-1,2-diphenylethane-1-one COC(C(=O)C1=CC=CC=C1)(C1=CC=CC=C1)OC